FC=1C=C(C(=O)NC=2C=C3C(=CN(C3=CC2)CCC)C#N)C=CN1 2-fluoro-N-(3-cyano-1-N-propyl-1H-indol-5-yl)isonicotinamide